7-(3,4-dimethoxyphenyl)-N-(4-methylpiperazin-1-yl)pyrazolo[1,5-a]pyrimidine-2-carboxamide COC=1C=C(C=CC1OC)C1=CC=NC=2N1N=C(C2)C(=O)NN2CCN(CC2)C